FC(C(C(C(C(C(C(F)(F)C=C(C(=O)O)C)(F)F)(F)F)(F)F)(F)F)(F)F)(CCC(F)(F)F)F.C(=C)[Si](O[Si](C=C)(C=C)C=C)(C=C)C=C hexavinyldisiloxane (heptadecafluorodecyl methacrylate)